2-(4-((1-(2-(2,6-dioxopiperidin-3-yl)-1,3-dioxoisoindolin-5-yl)azetidin-3-yl)ethynyl)-1H-pyrazol-1-yl)-2-methyl-N-(2-(methylsulfonyl)-4-(trifluoromethyl)phenyl)propanamide O=C1NC(CCC1N1C(C2=CC=C(C=C2C1=O)N1CC(C1)C#CC=1C=NN(C1)C(C(=O)NC1=C(C=C(C=C1)C(F)(F)F)S(=O)(=O)C)(C)C)=O)=O